(1-((4-(cyclopropylamino)-3,4-dioxo-1-(2-oxopyrrolidin-3-yl)butan-2-yl)amino)-4-methyl-1-oxopentan-2-yl)carbamic acid C1(CC1)NC(C(C(CC1C(NCC1)=O)NC(C(CC(C)C)NC(O)=O)=O)=O)=O